O(CC1=C(C=CC=C1)Br)CC1=C(C=CC=C1)Br 2'-(oxybis(methylene))bis(bromobenzene)